N4-(8-methylcinnolin-4-yl)-N2-(3-(piperazin-1-ylmethyl)phenyl)pyrimidine-2,4-diamine CC=1C=CC=C2C(=CN=NC12)NC1=NC(=NC=C1)NC1=CC(=CC=C1)CN1CCNCC1